dinitromethyl-1,2,4-triazole [N+](=O)([O-])C([N+](=O)[O-])C1=NNC=N1